NC1=NC=NC=2C3=C(\C(\C(C12)(C)C)=N/OCCC(=O)OC)C=C(C=C3)O[C@@H]3CC[C@H](CC3)N methyl 3-[(Z)-[4-amino-8-(trans-4-aminocyclohexoxy)-5,5-dimethyl-benzo[h]quinazolin-6-ylidene]amino]oxypropanoate